COC(C(C(CCCC)=O)C)=O methyl-3-oxo-heptanoic acid methyl ester